1,3-bis(1-ethylpropyl)thiourea C(C)C(CC)NC(=S)NC(CC)CC